ethyl N-(2-methoxyethyl)-P-(4-(5-(trifluoromethyl)-1,2,4-oxadiazol-3-yl)benzyl)phosphonamidate COCCNP(OCC)(=O)CC1=CC=C(C=C1)C1=NOC(=N1)C(F)(F)F